4-Methylthio-2,5-di-methoxyphenethylamine CSC1=CC(=C(CCN)C=C1OC)OC